N-((1R,5S,8s)-3-(5-(6-(3-cyanopyrrolo[1,2-b]pyridazin-7-yl)-4-(oxetan-3-ylamino)pyridin-3-yl)-1,3,4-thiadiazol-2-yl)-3-azabicyclo[3.2.1]oct-8-yl)-2-hydroxy-2-methylpropanamide C(#N)C1=CC=2N(N=C1)C(=CC2)C2=CC(=C(C=N2)C2=NN=C(S2)N2C[C@H]1CC[C@@H](C2)C1NC(C(C)(C)O)=O)NC1COC1